(1S,4R,5R)-6,8-dioxabicyclo[3.2.1]octan-4-amine [C@H]12CC[C@H]([C@H](OC1)O2)N